1-[8-(2-chlorophenyl)-9-(4-chlorophenyl)-2-[(2S)-2-(hydroxymethyl)piperazin-1-yl]purin-6-yl]-4-methyl-piperidine-4-carboxamide ClC1=C(C=CC=C1)C=1N(C2=NC(=NC(=C2N1)N1CCC(CC1)(C(=O)N)C)N1[C@@H](CNCC1)CO)C1=CC=C(C=C1)Cl